6-(4-chlorophenyl)-N-[(2S)-1-hydroxypropan-2-yl]-3-oxo-2-(1,2-thiazol-4-yl)-2,3-dihydropyridazine-4-carboxamide ClC1=CC=C(C=C1)C=1C=C(C(N(N1)C=1C=NSC1)=O)C(=O)N[C@H](CO)C